2-(2,6-dioxopiperidin-3-yl)-5-((6-oxo-6-(4-(3-(1,2,3,4-tetrahydroquinoxalin-2-yl)pyrrolidin-1-yl)piperidin-1-yl)hexyl)amino)isoindoline-1,3-dione O=C1NC(CCC1N1C(C2=CC=C(C=C2C1=O)NCCCCCC(N1CCC(CC1)N1CC(CC1)C1NC2=CC=CC=C2NC1)=O)=O)=O